(S)-5-bromo-N-((1-isopropylpyrrolidin-2-yl)methyl)-6-methylnicotinamide BrC=1C(=NC=C(C(=O)NC[C@H]2N(CCC2)C(C)C)C1)C